4-[(2R)-3-(3,4-dihydro-1H-isoquinolin-2-yl)-2-hydroxy-propyl]-8-(3,3,3-trifluoropropyl)-2,3-dihydro-1,4-benzoxazepin-5-one C1N(CCC2=CC=CC=C12)C[C@H](CN1CCOC2=C(C1=O)C=CC(=C2)CCC(F)(F)F)O